(S)-2-(2-cyclopropylphenyl)pyrrolidine C1(CC1)C1=C(C=CC=C1)[C@H]1NCCC1